N-(2-(2,6-dioxopiperidin-3-yl)-1-oxoisoindolin-5-yl)-7-fluoroindoline-1-carboxamide O=C1NC(CCC1N1C(C2=CC=C(C=C2C1)NC(=O)N1CCC2=CC=CC(=C12)F)=O)=O